([1,1'-biphenyl]-4-ylmethyl)-3-acrylamido-N-((4,6-diethyl-2-oxo-1,2-dihydropyridin-3-yl)methyl)-5-methyl-1H-pyrazole-4-carboxamide C1(=CC=C(C=C1)CN1N=C(C(=C1C)C(=O)NCC=1C(NC(=CC1CC)CC)=O)NC(C=C)=O)C1=CC=CC=C1